N-[(3S,4S)-3-methyl-1-(3-oxetanyl)-4-piperidyl]-6-[3-(4-mesyl-2-anisidino)-1-propynyl]-1-(2,2,2-trifluoroethyl)-1H-1,3-benzimidazole-4-carboxamide C[C@H]1CN(CC[C@@H]1NC(=O)C1=CC(=CC=2N(C=NC21)CC(F)(F)F)C#CCNC=2C(OC)=CC=C(C2)S(=O)(=O)C)C2COC2